N-(4-(4-(piperidin-4-yl)piperazin-1-yl)phenyl)-N-((1r,4r)-4-(quinazolin-2-ylamino)cyclohexyl)acetamide N1CCC(CC1)N1CCN(CC1)C1=CC=C(C=C1)N(C(C)=O)C1CCC(CC1)NC1=NC2=CC=CC=C2C=N1